2-ethynylpyridine C(#C)C1=NC=CC=C1